[Br-].C(CCC)N1C(N(C=C1)CCC)C(=O)O 1-butyl-3-propylcarboxyl-imidazole bromide